C(C)N1C(CCCC1(C)C)(C)C ethyl-2,2,6,6-tetramethylpiperidine